CN1C(=NC2=C(C=C(C=C2C1=O)C)C(C)NC1=C(C(=O)NOC)C=CC=C1)N1CCOCC1 2-((1-(3,6-dimethyl-2-morpholino-4-oxo-3,4-dihydroquinazolin-8-yl)ethyl)amino)-N-methoxybenzamide